C(C=C)(=O)OC(C(C1=CC=CC=C1)=O)C1=CC=CC=C1 2-oxo-1,2-diphenylethyl acrylate